rac-(6s,7r)-6-(3-methoxyphenyl)-4-azaspiro[2.4]heptane-7-carbonitrile COC=1C=C(C=CC1)[C@H]1CNC2(CC2)[C@@H]1C#N |r|